N-(4-((2'-fluoro-[1,1'-biphenyl]-3-yl)amino)-7-(3-(4-methylpiperazin-1-yl)propoxy)quinazolin-6-yl)acrylamide FC1=C(C=CC=C1)C1=CC(=CC=C1)NC1=NC=NC2=CC(=C(C=C12)NC(C=C)=O)OCCCN1CCN(CC1)C